ClC1=C(C(=C(C(=C1C)C1=C(SC=2N=CN=C(C21)Cl)I)C)Cl)O 2,6-dichloro-4-(4-chloro-6-iodo-thieno[2,3-d]pyrimidin-5-yl)-3,5-dimethyl-phenol